2,2-Dimethyl-N-phenethylpiperidine-1-carboxamide CC1(N(CCCC1)C(=O)NCCC1=CC=CC=C1)C